OC1=CC=CC(=N1)C1=CCC(CC1)CC1=NC2=C(N1C[C@H]1OCC1)C=C(C=C2)C(=O)OC methyl 2-((4-(6-hydroxypyridin-2-yl)cyclohex-3-en-1-yl)methyl)-1-(((S)-oxetan-2-yl)methyl)-1H-benzo[d]imidazole-6-carboxylate